cadmium trimethyl-chloromethyl-ammonium chlorate Cl(=O)(=O)[O-].C[N+](CCl)(C)C.[Cd]